2-[3-(4-Chloro-3-fluorophenyl)-1-ethyl-1H-1,2,4-triazol-5-yl]-N-[(3-fluoro-5-methylphenyl)methyl]acetamid ClC1=C(C=C(C=C1)C1=NN(C(=N1)CC(=O)NCC1=CC(=CC(=C1)C)F)CC)F